5-(5-((cyclohexyl(methyl)amino)methyl)-1H-tetrazol-1-yl)-2-methoxybenzonitrile C1(CCCCC1)N(C)CC1=NN=NN1C=1C=CC(=C(C#N)C1)OC